1-methyl-2,3,4,5-tetraiodopyrrole CN1C(=C(C(=C1I)I)I)I